C(C)OC(=O)C=1N(C(=C(C1C)S(NC12CC(C1)C2)(=O)=O)C)C 4-(N-(bicyclo[1.1.1]pentan-1-yl)sulfamoyl)-1,3,5-trimethyl-1H-pyrrole-2-carboxylic acid ethyl ester